1-{[5-(4-chlorobenzamido)-2-[(4-chlorophenyl)methyl]-3-oxo-1,2,4-thiadiazolidin-4-yl]methoxy}-1-oxopropan-2-aminium Trifluoroacetate FC(C(=O)[O-])(F)F.ClC1=CC=C(C(=O)NC2N(C(N(S2)CC2=CC=C(C=C2)Cl)=O)COC(C(C)[NH3+])=O)C=C1